n-propyl-4,4'-diaminobiphenyl C(CC)C1=C(C=CC(=C1)N)C1=CC=C(C=C1)N